N-(7-(hydroxyamino)-7-oxoheptyl)piperidine-3-carboxamide ONC(CCCCCCNC(=O)C1CNCCC1)=O